NC1CC(C1)OC1=CC=C(C=C1)C(C)(C)C1=CC=C(OC2=CN=C(N=N2)N)C=C1 6-(4-(2-(4-((1r,3r)-3-aminocyclobutoxy)phenyl)propan-2-yl)phenoxy)-1,2,4-triazine-3-Amine